(R)-1-(5-(5-(1-(3,5-dichloropyridin-4-yl)ethoxy)-1H-indazol-3-yl)-3-fluoropyridin-2-yl)-3-(2-(methylsulfonyl)ethyl)azetidin-3-amine ClC=1C=NC=C(C1[C@@H](C)OC=1C=C2C(=NNC2=CC1)C=1C=C(C(=NC1)N1CC(C1)(N)CCS(=O)(=O)C)F)Cl